S1C=C(C=C1)CN(C(C)=O)C1=CC=C(C=C1)C=1N=CN(C1)C(C1=CC=CC=C1)(C1=CC=CC=C1)C1=CC=CC=C1 N-(3-thienylmethyl)-N-[4-(1-tritylimidazol-4-yl)phenyl]acetamide